FC(C=1C=C(C=C(C1)C(F)(F)F)C1=NN(C=N1)\C=C/C(=O)NN1C(NCCC1)=O)(F)F (Z)-3-(3-(3,5-bis(trifluoromethyl)phenyl)-1H-1,2,4-triazol-1-yl)-N-(2-oxotetrahydropyrimidin-1(2H)-yl)acrylamide